FC=1C(=CC=C2C(=NC(=NC12)OCC12CCCN2CCC1)N1C[C@H]2CC[C@@H](C1)N2C(CCCN2CCCCC2)=O)C2=CC(=CC1=CC=CC=C21)O 1-((1R,5S)-3-(8-fluoro-7-(3-hydroxynaphthalen-1-yl)-2-((tetrahydro-1H-pyrrolizin-7a(5H)-yl)methoxy)quinazolin-4-yl)-3,8-diazabicyclo[3.2.1]octan-8-yl)-4-(piperidin-1-yl)butan-1-one